S1C(=NC2=C1C=CC=C2)C(CC2=CC(=CC=C2)C(N)=N)NS(=O)(=O)C=2C=C(NC(CCNC(OC(C)(C)C)=O)=O)C=CC2 tert-butyl N-[3-[3-[[1-(1,3-benzothiazol-2-yl)-2-(3-carbamimidoyl phenyl)ethyl]sulfamoyl]anilino]-3-oxo-propyl]carbamate